N-[(6-amino-2-pyridyl)sulfonyl]-2-[cyclopropylmethyl(methyl)amino]-6-(6-isopropoxy-3-pyridyl)pyridine-3-carboxamide NC1=CC=CC(=N1)S(=O)(=O)NC(=O)C=1C(=NC(=CC1)C=1C=NC(=CC1)OC(C)C)N(C)CC1CC1